(R)-3-((2-((tert-butoxycarbonyl) amino) pent-4-en-1-yl) oxy)-4-chloro-5-nitrobenzoate C(C)(C)(C)OC(=O)N[C@@H](COC=1C=C(C(=O)[O-])C=C(C1Cl)[N+](=O)[O-])CC=C